NCCOCC=1NC(=C(C(C1C(=O)OCC)C1=C(C=CC=C1)Cl)C(=O)OC)C 3-ethyl 5-methyl 2-[(2-aminoethoxy)methyl]-4-(2-chlorophenyl)-6-methyl-1,4-dihydropyridine-3,5-dicarboxylate